C(=C)C1=CC=C(C=C1)N(C1=CC=C(C=C1)C1=CC=C(C=C1)N(C1=CC=CC2=CC=CC=C12)C1=CC=C(C=C1)C=C)C1=CC=CC2=CC=CC=C12 N4,N4'-di(4-vinyl-phenyl)-N4,N4'-di-1-naphthyl-biphenyl-4,4'-diamine